triethyl((4-iodo-2-methylbutan-2-yl)oxy)silane C(C)[Si](OC(C)(CCI)C)(CC)CC